2-[3-(5-amino-1-tert-butyl-pyrazol-3-yl)cyclopentyl]isoindoline-1,3-dione NC1=CC(=NN1C(C)(C)C)C1CC(CC1)N1C(C2=CC=CC=C2C1=O)=O